C12CN(CC2C1)C1=NC(=CC(=N1)C=1OC(=NN1)C1=C(C=C(C=C1)I)N1CCC2(CC2)CC1)C 2-(2-(3-azabicyclo[3.1.0]hexane-3-yl)-6-methylpyrimidin-4-yl)-5-(4-iodo-2-(6-azaspiro[2.5]octane-6-yl)phenyl)-1,3,4-oxadiazole